Propyl 2-((4-((R)-4-(3-chlorophenyl)-3-methylpiperazine-1-carbonyl)-2-nitrophenyl)sulfinyl)acetate ClC=1C=C(C=CC1)N1[C@@H](CN(CC1)C(=O)C1=CC(=C(C=C1)S(=O)CC(=O)OCCC)[N+](=O)[O-])C